NC=1N=NN(C1)CCC[Si](OC)(OC)OC 4-amino-1-[3-(trimethoxysilyl)propyl]-1,2,3-triazole